methyl-1-[4-[5-ethyl-3-(trifluoromethyl)pyrazol-1-yl]phenyl]methylamine CNCC1=CC=C(C=C1)N1N=C(C=C1CC)C(F)(F)F